methyl (E)-2-(2-(3-cyclopropyl-6-fluoro-2-morpholino-4-oxo-3,4-dihydroquinazolin-8-yl)vinyl)benzoate C1(CC1)N1C(=NC2=C(C=C(C=C2C1=O)F)/C=C/C1=C(C(=O)OC)C=CC=C1)N1CCOCC1